amino-3,5-dihydrazino-1,2,4(4H)-triazole NN1C(=NN=C1NN)NN